1-(4-bromophenyl)-5-methyl-3-(trifluoromethyl)pyrazole BrC1=CC=C(C=C1)N1N=C(C=C1C)C(F)(F)F